(S)-7-(chloromethyl)-4-(cyclopropylethynyl)-6-fluoro-4-(trifluoromethyl)-3,4-dihydroquinazolin-2(1H)-one ClCC1=C(C=C2[C@](NC(NC2=C1)=O)(C(F)(F)F)C#CC1CC1)F